C1(CC1)CCN(C1CCC(CC1)NCCCC#N)C1=C2CN(C(C2=CC=C1)=O)C1C(NC(CC1)=O)=O 4-(((1r,4r)-4-((2-cyclopropylethyl)(2-(2,6-dioxopiperidin-3-yl)-1-oxoisoindolin-4-yl)amino)cyclohexyl)amino)butanenitrile